CC1=CC=C(C=C1)S(=O)(=O)OCCC(CCOS(=O)(=O)C1=CC=C(C=C1)C)C1=C(C(=CC(=C1)F)F)OCC1=CC=CC=C1 3-(2-(benzyloxy)-3,5-difluorophenyl)pentane-1,5-diyl bis(4-methylbenzenesulfonate)